FC=1C=C(C=CC1)C#CC=1C=C(C=CC1)[C@@H]1N(OCC1)C1=CC(=NC=N1)NC=1C(=CC(=C(C1)NC(C=C)=O)N1CCN(CC1)C)OC (R)-N-(5-((6-(3-(3-((3-fluorophenyl)ethynyl)phenyl)-isoxazolidin-2-yl)-pyrimidin-4-yl)-amino)-4-methoxy-2-(4-methylpiperazin-1-yl)phenyl)-acrylamide